(R)-N-(1-(3-Chlorophenyl)ethyl)-2-ethynylthiazole-4-carboxamide ClC=1C=C(C=CC1)[C@@H](C)NC(=O)C=1N=C(SC1)C#C